6,8-dichloro-2,7-naphthyridine-3-carboxylic acid ClC=1C=C2C=C(N=CC2=C(N1)Cl)C(=O)O